P(=O)(N)(N)N racemic-phosphoramide